(R)-2-methyl-N-((R)-1-(7-methyl-9-oxo-1,2,3,9-tetrahydropyrrolo[2,1-b]quinazolin-5-yl)ethyl)propane-2-sulfinamide CC(C)(C)[S@@](=O)N[C@H](C)C1=CC(=CC=2C(N3C(=NC12)CCC3)=O)C